acryloxytetradecylmethyldiethoxysilane C(C=C)(=O)OCCCCCCCCCCCCCC[Si](OCC)(OCC)C